diaza-pyrrolidone N1C(NNC1)=O